CN1N=C2C=CC=C(C2=C1)C(C)[N+](=O)[O-] 2-methyl-4-(1-nitroethyl)-2H-indazole